N(=[N+]=[N-])C=1C=C2C(=CNC2=CC1)/C(/C#N)=C/C=1C=NC=CC1 (Z)-2-(5-azido-1H-indol-3-yl)-3-(pyridin-3-yl)acrylonitrile